3-iodo-3'-bromo-6'-chlorobiphenyl IC=1C=C(C=CC1)C1=CC(=CC=C1Cl)Br